ONCCC#CC1=CC=C(C=C1)C1=N[C@@H](C=2N(C3=C1C(=C(S3)C)C)C(=NN2)C)CC(=O)OC(C)(C)C tert-butyl (R)-2-(4-(4-(4-(hydroxyamino)but-1-yn-1-yl)phenyl)-2,3,9-trimethyl-6H-thieno[3,2-f][1,2,4]triazolo[4,3-a][1,4]diazepin-6-yl)acetate